COC1=C(C(=O)N)C=C(C=N1)NC(C(=O)N1C(CCCC1)C=1C=CC2=C(N=C(S2)C2CCN(CC2)C)C1)=O 2-methoxy-5-(2-(2-(2-(1-methylpiperidin-4-yl)benzo[d]thiazol-5-yl)piperidin-1-yl)-2-oxoacetamido)nicotinamide